9-((2r,3r,4r,5r)-4-((tert-butyldimethylsilyl)oxy)-5-(hydroxymethyl)-3-methoxytetrahydrofuran-2-yl)-1,9-dihydro-6H-purin-6-one [Si](C)(C)(C(C)(C)C)O[C@H]1[C@H]([C@@H](O[C@@H]1CO)N1C=2N=CNC(C2N=C1)=O)OC